COCCN1CCN(CC1)[C@H]1CN(CC1)C(=O)OC(C)(C)C tert-Butyl (R)-3-(4-(2-methoxyethyl)piperazin-1-yl)pyrrolidine-1-carboxylate